O=C1C(=C(OC2=C(C=CC=C12)CN1CCCC1)C1=CC=CC=C1)C(=O)O 4-oxo-2-phenyl-8-(pyrrolidin-1-ylmethyl)-4H-chromene-3-carboxylic acid